FC1=C(C(=CC=C1)OC)C1=NC=CC(=N1)C(=O)NC1=C(C=C(C=C1)B1OC(C(O1)(C)C)(C)C)N1C[C@H](C[C@H]1CO)NC(OC(C)(C)C)=O tert-butyl ((3S,5S)-1-(2-(2-(2-fluoro-6-methoxyphenyl)pyrimidine-4-carboxamido)-5-(4,4,5,5-tetramethyl-1,3,2-dioxaborolan-2-yl)phenyl)-5-(hydroxymethyl)pyrrolidin-3-yl)carbamate